BrC1OC2=CC=CC=C2C1 bromocoumaran